ClC1=CC=CC=2OC3=C(C21)C=C(C=C3)C3=C(C=CC=C3)C3=CC=CC2=C3OC3=C2C=CC=C3C3=CC=CC=C3 1-chloro-8-(2-(6-phenyldibenzo[b,d]furan-4-yl)phenyl)dibenzo[b,d]furan